(5-chloro-1-(4-fluorobenzyl)-1H-indol-3-yl)(4-(pyrimidin-2-yl)piperazin-1-yl)methanone ClC=1C=C2C(=CN(C2=CC1)CC1=CC=C(C=C1)F)C(=O)N1CCN(CC1)C1=NC=CC=N1